6-(2,4-Dioxo-1,2,3,4-tetrahydro-5H-naphtho[1,2-b][1,4]diazepin-5-yl)picolinonitrile O=C1CC(N(C2=C(N1)C1=CC=CC=C1C=C2)C2=CC=CC(=N2)C#N)=O